rac-N-[(2,5-dioxo-4-phenylimidazolidin-4-yl)methyl]-2-(4-fluorophenyl)-2H-1,2,3-triazole-4-carboxamide O=C1NC([C@@](N1)(C1=CC=CC=C1)CNC(=O)C1=NN(N=C1)C1=CC=C(C=C1)F)=O |r|